2-[2-chloro-4-(4-chlorophenoxy)phenyl]-1-(1H-1,2,4-triazol-1-yl)butan-2-ol methyl-(E)-2-(2-(dimethylamino)ethenyl)-5-nitrobenzoate CC=1C(=C(C(=O)OC(CN2N=CN=C2)(CC)C2=C(C=C(C=C2)OC2=CC=C(C=C2)Cl)Cl)C=C(C1)[N+](=O)[O-])\C=C\N(C)C